OCC(CO)(CO)NCC1=CC=C(OC=2C=C(C=C(C2)CCP([O-])([O-])=O)CCP([O-])([O-])=O)C=C1.[Na+].[Na+].[Na+].[Na+] sodium ((5-(4-(((1,3-dihydroxy-2-(hydroxymethyl) propan-2-yl)amino)methyl)phenoxy)-1,3-phenylene)bis(ethane-2,1-diyl))bis(phosphonate)